N-(2'-(4,4-difluorocyclohexyl)-3-fluoro-[2,4'-bipyridin]-3'-yl)-2-(2,2-difluoropropoxy)pyrimidine-5-carboxamide FC1(CCC(CC1)C1=NC=CC(=C1NC(=O)C=1C=NC(=NC1)OCC(C)(F)F)C1=NC=CC=C1F)F